tert-butylperoxy-2-ethylhexyl monocarbonate C(OC(C(CCCC)CC)OOC(C)(C)C)([O-])=O